3-butenyloxypentafluorocyclotriphosphazene C(=CCC)ON1P(=NPNP1(F)(F)F)(F)F